C(C)[Si](CCCN1C2=CC(=CC=C2C=2C=CC(=CC12)C)C)(C)C 9-(3-(ETHYLDIMETHYLSILYL)propyl)-2,7-dimethyl-9H-carbazole